2-amino-2-(1-octyl-1H-1,2,3-triazol-4-yl)-1,3-propanediol NC(CO)(CO)C=1N=NN(C1)CCCCCCCC